N-{2,3-dimethoxy-6H,7H,8H,9H,10H,11H-cycloocta[b]quinolin-12-yl}-1-(2-methoxyethyl)piperidin-4-amine COC=1C=C2C(=C3C(=NC2=CC1OC)CCCCCC3)NC3CCN(CC3)CCOC